5-{2-amino-[1,2,4]triazolo[1,5-a]pyridin-7-yl}-N-{[2-(cyclopropylmethoxy)phenyl]methyl}-2-methyl-pyridine-3-carboxamide NC1=NN2C(C=C(C=C2)C=2C=C(C(=NC2)C)C(=O)NCC2=C(C=CC=C2)OCC2CC2)=N1